CN1N=NC(=C1)C1=CC=C(C(=O)Cl)C=C1 4-(1-methyltriazol-4-yl)benzoyl chloride